(1-(Cyclopropylmethyl)-7-(2-ethyl-6-methylpyridin-3-yl)-2-(1,2,5,6-tetrahydropyridin-3-yl)-1H-indol-5-yl)(4-(5-fluoro-3-methoxy-6-methylpyridin-2-yl)piperazin-1-yl)methanone C1(CC1)CN1C(=CC2=CC(=CC(=C12)C=1C(=NC(=CC1)C)CC)C(=O)N1CCN(CC1)C1=NC(=C(C=C1OC)F)C)C=1CNCCC1